NC1=C(C=C(C=C1Br)F)C(CC1CC1)=O 1-(2-amino-3-bromo-5-fluoro-phenyl)-2-cyclopropyl-ethanone